FC(CC[Si](OC)(OC)OC)(F)F 3,3,3-trifluoropropyl-trimethoxysilane